COC1=CC=C(\C=C/2\C(N(C(S2)=O)CC(=O)NC2=CC=C3C(=CC(OC3=C2)=O)C)=O)C=C1 (Z)-2-(5-(4-methoxybenzylidene)-2,4-dioxothiazolidin-3-yl)-N-(4-methyl-2-oxo-2H-chromen-7-yl)acetamide